4-amino-5-fluoro-1-[(2S,5R)-5-(hydroxymethyl)-2,5-dihydrofuran-2-yl]pyrimidin-2-one NC1=NC(N(C=C1F)[C@H]1O[C@H](C=C1)CO)=O